3-difluoromethoxythiophen-2-carbaldehyde FC(OC1=C(SC=C1)C=O)F